C(O[C@H]1[C@@H](CCCC1)N1N=C(C=C1C)C)(ON1C(CCC1=O)=O)=O trans-2-(3,5-dimethyl-1H-pyrazol-1-yl)cyclohexyl (2,5-dioxopyrrolidin-1-yl) carbonate